2-amino-6-cyclopropyl-1-(5-methyl-1H-indazol-4-yl)-7-(3-thienylmethyl)pyrrolo[3,2-c]pyridine-3-carboxamide NC1=C(C=2C=NC(=C(C2N1C1=C2C=NNC2=CC=C1C)CC1=CSC=C1)C1CC1)C(=O)N